prop-2-yn-1-yl 4-methylbenzene-1-sulfonate CC1=CC=C(C=C1)S(=O)(=O)OCC#C